C(C)(C)(C)OC(NCC[C@H]1C(N(C[C@@H]1COCC1=CC=CC=C1)[C@H](C)C1=CC=CC=C1)=O)=O (2-((3R,4R)-4-((benzyloxy)Methyl)-2-oxo-1-((R)-1-phenylethyl)pyrrolidin-3-yl)ethyl)carbamic acid tert-butyl ester